C(C1=CC=CC=C1)OC([C@H](C(C)=O)NC(=O)OCC1=CC=CC=C1)=O (2S)-2-(benzyloxycarbonylamino)-3-oxo-butanoic acid benzyl ester